NC1=NC=C(C=C1C=1C=C2CCNC(C2=CC1)=O)C1=CC=C(C=C1)N1C[C@@H](CC1)S(=O)(=O)C (R)-6-(2-amino-5-(4-(3-(methylsulfonyl)pyrrolidin-1-yl)phenyl)pyridin-3-yl)-3,4-dihydroisoquinolin-1(2H)-one